7-bromo-4-(cyclopropylamino)-1-(3-methylthiophenyl)quinazolin-2(1H)-one BrC1=CC=C2C(=NC(N(C2=C1)C1=CC(=CC=C1)SC)=O)NC1CC1